[C].C(C#C)[O] propargyl-oxygen carbon